(1-[5-(benzoylimino)-2-pyridyl])-2-methyl-2-(4-methylpyrazol-1-yl)propan-1-one C(C1=CC=CC=C1)(=O)N=C1CC=C(N=C1)C(C(C)(N1N=CC(=C1)C)C)=O